N-(6-(2,4-difluorophenyl)spiro[3.3]hept-5-en-2-yl)-2-(2,6-dioxopiperidin-3-yl)-1-oxoisoindoline-5-carboxamide FC1=C(C=CC(=C1)F)C1=CC2(CC(C2)NC(=O)C=2C=C3CN(C(C3=CC2)=O)C2C(NC(CC2)=O)=O)C1